C(C)OC(=O)C1(CSCC1O)N1C2=NC=NC(=C2N=C1)N1CCC(CC1)C(F)(F)F (±)-Ethyl-4-hydroxy-3-(6-(4-(trifluoromethyl)piperidin-1-yl)-9H-purin-9-yl)tetrahydrothiophene-3-carboxylate